ClC=1C(NN=CC1N1CC=2N(CC1)C(=NN2)C(F)(F)F)=O 4-chloro-5-(3-(trifluoromethyl)-5,6-dihydro-[1,2,4]triazolo[4,3-a]pyrazin-7(8H)-yl)pyridazin-3(2H)-one